1-[2-(2-Butyl-4-hydroxy-5-methyl-pyrazol-3-yl)oxazol-4-yl]-6-methyl-imidazo[1,5-a]pyrazine-3-carboxamide C(CCC)N1N=C(C(=C1C=1OC=C(N1)C=1N=C(N2C1C=NC(=C2)C)C(=O)N)O)C